OCCN1C=C2C=NNC(C2=CC1=O)(C(=O)[O-])C 6-(2-hydroxyethyl)-1-methylpyrido[3,4-d]pyridazine-7(6H)-onecarboxylate